C(C)(C)(C)OC(=O)N1CCC(CC1)OC=1C=C(C(=O)O)C=C(C1)C=1SC(=CN1)C 3-{[1-(tert-Butoxycarbonyl)piperidin-4-yl]oxy}-5-(5-methyl-1,3-thiazol-2-yl)benzoic acid